(S)-(4-(5-fluorobenzo[d]oxazol-2-yl)-6,7-dihydro-1H-imidazo[4,5-c]pyridin-5(4H)-yl)(5-(5-fluoropyridin-2-yl)-1,3,4-oxadiazol-2-yl)methanone FC=1C=CC2=C(N=C(O2)[C@H]2N(CCC3=C2N=CN3)C(=O)C=3OC(=NN3)C3=NC=C(C=C3)F)C1